NC1=C(C=CC(=C1)C=1N=NNN1)O 2-Amino-4-(2H-tetrazol-5-yl)phenol